Cl.NCC(=O)NNS(=O)(=O)C 2-amino-N'-methylsulfonyl-acethydrazide hydrochloride